FC(C=1C=C(C=C(C1)C(F)(F)F)C=1C(=NN(C1C(=O)N)C=1SC(=C(N1)C1=CC(=C(C=C1)Cl)Cl)SC(C)C)C)(F)F 4-(3,5-bis(trifluoromethyl)phenyl)-1-(4-(3,4-dichlorophenyl)-5-(isopropylsulfanyl)thiazol-2-yl)-3-methyl-1H-pyrazole-5-carboxamide